C(C)(C)(C)OC(N[C@@H]1[C@H](CCC1)O)=O ((1s,2s)-2-hydroxycyclopentyl)carbamic acid tert-butyl ester